BrCC1=CC=CC=2OCCOC21 5-(bromomethyl)-2,3-dihydrobenzo[b][1,4]dioxin